8-chloro-2-((3,5-dichlorophenyl)amino)-3-(3-methylbutanoyl)-5-nitroquinolin-4(1H)-one ClC=1C=CC(=C2C(C(=C(NC12)NC1=CC(=CC(=C1)Cl)Cl)C(CC(C)C)=O)=O)[N+](=O)[O-]